CN(C(=O)OC(CCCC)(O)O)C1=CC=C(C=C1)C1=CN=C2N1C=C(C=C2C#N)C(N(C)C2=CC=C(C=C2)Cl)=O pentantriol methyl-N-[4-[6-[(4-chlorophenyl)-methyl-carbamoyl]-8-cyano-imidazo[1,2-a]pyridin-3-yl]phenyl]carbamate